1-cyclobutylmethane-1,1-diol C1(CCC1)C(O)O